NC=1C(=C(C=C2C=C(N=CC12)NC(OC1CN(C1)C(=O)[C@H]1[C@@H](C1)F)=O)C1=C(C2=C(OCCN2)N=C1)C)F 1-((1S,2R)-2-Fluorocyclopropane-1-carbonyl)azetidin-3-yl (8-amino-7-fluoro-6-(8-methyl-2,3-dihydro-1H-pyrido[2,3-b][1,4]oxazin-7-yl)isoquinolin-3-yl)carbamate